tert-Butyl 2-(2-((2S,3S)-1-methyl-5-oxo-2-(pyridin-3-yl)pyrrolidine-3-carboxamido)ethoxy)acetate CN1[C@@H]([C@H](CC1=O)C(=O)NCCOCC(=O)OC(C)(C)C)C=1C=NC=CC1